ClC1=C(C=2N=C(N=C(C2C=N1)N1CCN(CC1)C(=O)OC(C)(C)C)OC[C@]12[C@H](N(CCC1)C)CCC2)F tert-Butyl 4-(7-chloro-8-fluoro-2-(((4aS,7aR)-1-methyloctahydro-4aH-cyclopenta[b]pyridin-4a-yl)methoxy)pyrido[4,3-d]pyrimidin-4-yl)piperazine-1-carboxylate